BrC1=CC(=C(C=C1)C(=O)C1=C(C(=O)[O-])C=C(C=C1F)C)OC 2-(4-bromo-2-methoxybenzene formyl)-5-methyl-fluorobenzoate